C(C)(C)(C)NC(NC=1C=C2N=CC(N(C2=CC1Cl)[C@@H](C)C1=CC=CC=C1)=O)=O 3-tert-butyl-1-{7-chloro-2-oxo-1-[(1S)-1-phenylethyl]quinoxalin-6-yl}urea